1-(5-fluoro-2-((4-methoxybenzyl)oxy)phenyl)ethan-1-amine FC=1C=CC(=C(C1)C(C)N)OCC1=CC=C(C=C1)OC